(R)-5-chloro-4-(3-(dimethylamino)-3-(3-(trifluoromethyl)phenethyl)-piperidin-1-yl)-2-fluoro-N-(pyrimidin-4-yl)benzenesulfonamide ClC=1C(=CC(=C(C1)S(=O)(=O)NC1=NC=NC=C1)F)N1C[C@](CCC1)(CCC1=CC(=CC=C1)C(F)(F)F)N(C)C